OCCOCCOCCOC[C@H]1C[C@@H](CC1)NC(OC(C)(C)C)=O tert-butyl ((1R,3R)-3-((2-(2-(2-hydroxyethoxy)ethoxy)ethoxy)methyl)cyclopentyl)carbamate